N,N-dimethyl-2,4,6-trimethylanilinium tetrakis(2,3,4,6-tetrafluorophenyl)borate FC1=C(C(=CC(=C1F)F)F)[B-](C1=C(C(=C(C=C1F)F)F)F)(C1=C(C(=C(C=C1F)F)F)F)C1=C(C(=C(C=C1F)F)F)F.C[NH+](C1=C(C=C(C=C1C)C)C)C